CC1=C(C=CC(=C1)C)C1CC=2C=NN(C(C2CC1)=O)C=1C=C(C#N)C=CN1 2-(6-(2,4-dimethylphenyl)-1-oxo-5,6,7,8-tetrahydrophthalazin-2(1H)-yl)isonicotinonitrile